N[C@@]1(CN(CC1)C1=C(C=NC(=C1C1=CC(=C(C=C1)F)Cl)C)C(=O)N[C@@H](C)C1CC1)C 4-[(3S)-3-amino-3-methylpyrrolidin-1-yl]-5-(3-chloro-4-fluorophenyl)-N-[(1S)-1-cyclopropylethyl]-6-methylpyridine-3-carboxamide